2-(3-azaspiro[5.5]undecane-9-yl)ethyl acetate C(C)(=O)OCCC1CCC2(CCNCC2)CC1